[3,5-bis(trifluoromethyl)phenyl]boranuide FC(C=1C=C(C=C(C1)C(F)(F)F)[BH3-])(F)F